CN1N=C(C=C1)C=CN1N=CC2=CC=C(C=C12)OC1CCCC=2C=C(C=NC12)C#N 8-((1-(2-(1-Methyl-1H-pyrazol-3-yl)vinyl)-1H-indazol-6-yl)oxy)-5,6,7,8-tetrahydroquinoline-3-carbonitrile